3-(2-ethyl)pyridine CCC=1C=NC=CC1